ClC=1C=C(C=C(C1)C=1SC=CC1)C1(CC1)NC(=O)C1=C(CNC(OC(C)(C)C)=O)C=CC=C1 tert-butyl (2-((1-(3-chloro-5-(thiophen-2-yl)phenyl)cyclopropyl)carbamoyl)benzyl)carbamate